[1,4'-bipiperidine]-1'-Carboxylic acid tert-butyl ester C(C)(C)(C)OC(=O)N1CCC(CC1)N1CCCCC1